3-(7-(1,3,6-trimethyl-2,4-dioxo-1,2,3,4-tetrahydropyrimidin-5-yl)-1,3-dihydroisobenzofuran-4-yl)propanoic acid CN1C(N(C(C(=C1C)C=1C=CC(=C2COCC12)CCC(=O)O)=O)C)=O